N-(4-((2-((4-((3-(dimethylamino)pyrrolidin-1-yl)methyl)-3-(trifluoromethyl)phenyl)amino)-5,6-dihydro-4H-imidazo[4,5,1-ij]quinolin-7-yl)oxy)pyridin-2-yl)acetamide CN(C1CN(CC1)CC1=C(C=C(C=C1)NC1=NC=2C=CC(=C3CCCN1C23)OC2=CC(=NC=C2)NC(C)=O)C(F)(F)F)C